CS(=O)(=O)OCC1(CCC=2N(C1)N=C(C2)C2=NC=C(C=C2)F)C (2-(5-fluoropyridin-2-yl)-6-methyl-4,5,6,7-tetrahydropyrazolo[1,5-a]pyridin-6-yl)methyl methanesulfonate